[U].[Be].[Fe].[GeH3]O GermanoL iron-beryllium-uranium